4-((2R,4s,6S)-2-cyano-7-((5-cyclopropyl-7-methyl-1H-indol-4-yl)methyl)-7-azaspiro[3.5]nonan-6-yl)-N-((1-methylazetidin-3-yl)methyl)benzamide C(#N)C1CC2(C1)C[C@H](N(CC2)CC2=C1C=CNC1=C(C=C2C2CC2)C)C2=CC=C(C(=O)NCC1CN(C1)C)C=C2